1,4-bis(n-dodecylmercaptomethyl)benzene C(CCCCCCCCCCC)SCC1=CC=C(C=C1)CSCCCCCCCCCCCC